C(C)C1=NC(=CC=C1N1C[C@H](CCC1)CC(=O)O)C=1N=NN(C1COC1=NC=NC(=C1)N1N=CC(=C1)F)C (R)-2-(1-(2-ethyl-6-(5-(((6-(4-fluoro-1H-pyrazol-1-yl)pyrimidin-4-yl)oxy)methyl)-1-methyl-1H-1,2,3-triazol-4-yl)pyridin-3-yl)piperidin-3-yl)acetic acid